C(C)(=O)ON=C(C)C=1C=CC=2N(C3=CC=C(C=C3C2C1)CC1=C(C=CC=C1)C)CC 1-[9-ethyl-6-(2-methylbenzyl)-9H-Carbazol-3-yl]ethanone 1-(O-acetyloxime)